7-(4-(dimethylamino)but-1-yn-1-yl)-6-methoxy-N-(1-methylpiperidine-4-yl)-2-(piperidine-1-yl)quinazolin-4-amine CN(CCC#CC1=C(C=C2C(=NC(=NC2=C1)N1CCCCC1)NC1CCN(CC1)C)OC)C